2-(5-(dicyclopropylmethyl)-4-(3-fluoro-4-sulfamoylbenzyl)-3-(3-((5-methylthiophen-2-yl)ethynyl)phenyl)-1H-pyrazol-1-yl)thiazole-4-carboxylic acid C1(CC1)C(C1=C(C(=NN1C=1SC=C(N1)C(=O)O)C1=CC(=CC=C1)C#CC=1SC(=CC1)C)CC1=CC(=C(C=C1)S(N)(=O)=O)F)C1CC1